N1CC(C1)CN(C(OC(C)(C)C)=O)CCC1=CC=C(C=C1)F tert-butyl (azetidin-3-ylmethyl)(4-fluorophenethyl)carbamate